NC1=NC(=C(C=2C1=NN(N2)CC2=NC=CC=C2)C2=C(N=C(O2)C)CO)C=2C=C(C#N)C=CC2 3-(4-amino-7-(4-(hydroxymethyl)-2-methyloxazol-5-yl)-2-(pyridin-2-ylmethyl)-2H-[1,2,3]triazolo[4,5-c]pyridin-6-yl)benzonitrile